5-bromo-2-(p-toluenesulfonyl)phenol BrC=1C=CC(=C(C1)O)S(=O)(=O)C1=CC=C(C)C=C1